C1(CC1)N1CC=2N(CC1)N=C(N2)N[C@@H]2C[C@H](CC2)NC2=NC=CC=C2C2=CC=CC(N2)=O 6-[[[(1S,3S)-3-[(7-cyclopropyl-6,8-dihydro-5H-[1,2,4]triazolo[1,5-a]pyrazin-2-yl)amino]cyclopentyl]amino]-3-pyridinyl]pyridin-2-one